2-bromo-1,4-dihydro-1,4-dioxonaphthalen-5-yl acetate C(C)(=O)OC1=C2C(C=C(C(C2=CC=C1)=O)Br)=O